ClC1=CC=C2C(=C1)NC[C@@]21[C@@H](N[C@H]([C@@H]1C1=C(C(=CC=C1)Cl)F)C(=O)N1C2=C(OCC1)C=C(C=C2)C(=O)N)CC(C)(C)C 4-((2'S,3S,4'S,5'R)-6-chloro-4'-(3-chloro-2-fluorophenyl)-2'-neopentylspiro[indoline-3,3'-pyrrolidine]-5'-carbonyl)-3,4-dihydro-2H-benzo[b][1,4]oxazine-7-carboxamide